P(=O)([O-])([O-])[O-].S=[NH2+].S=[NH2+].S=[NH2+] sulfenyl-ammonium phosphate